CC1=CC=C(C=C1)C(C=O)=O (4-METHYLPHENYL)(OXO)ACETALDEHYDE